((2S,5S)-2,5-dimethylpiperazine-1,4-diyl)bis(((2R,3S)-3-(4-nitrophenyl)-oxiran-2-yl)methanone) C[C@@H]1N(C[C@@H](N(C1)C(=O)[C@@H]1O[C@H]1C1=CC=C(C=C1)[N+](=O)[O-])C)C(=O)[C@@H]1O[C@H]1C1=CC=C(C=C1)[N+](=O)[O-]